4-[4-benzyloxy-5-fluoro-2-(1-methoxy-2-methylpropan-2-yl)-1-(2,2,2-trifluoroethyl)indol-3-yl]benzoic acid C(C1=CC=CC=C1)OC1=C2C(=C(N(C2=CC=C1F)CC(F)(F)F)C(COC)(C)C)C1=CC=C(C(=O)O)C=C1